C(N)(OC1=C(C=C(C=C1)N1CC(OCC1)C(F)(F)F)C=1C=CC=2C=CC3=CC=CC=C3C2C1)=O phenanthren-3-yl-(4-(2-(trifluoromethyl) morpholinyl) phenyl) carbamate